3-{[3-(1-{[(3S,4R)-3-fluoro-1-methylpiperidin-4-yl]amino}-6-[(trifluoromethyl)sulfanyl]pyrrolo[1,2-a]pyrazin-7-yl)prop-2-yn-1-yl]amino}-4-methoxy-N-methylbenzamide F[C@H]1CN(CC[C@H]1NC=1C=2N(C=CN1)C(=C(C2)C#CCNC=2C=C(C(=O)NC)C=CC2OC)SC(F)(F)F)C